(2E)-3-[1-({4-[(dimethylamino)methyl]phenyl}sulfonyl)-1H-pyrrol-3-yl]-N-hydroxyacrylamide CN(C)CC1=CC=C(C=C1)S(=O)(=O)N1C=C(C=C1)/C=C/C(=O)NO